C(C)(C)(C)OC(=O)N1C2C(NCC1CC2)CO Tert-butyl-2-(hydroxymethyl)-3,8-diazabicyclo[3.2.1]octane-8-carboxylate